ethyl {2-[(tert-butoxycarbonyl)(4-methoxybenzyl)amino]pyridin-4-yl}acetate C(C)(C)(C)OC(=O)N(C1=NC=CC(=C1)CC(=O)OCC)CC1=CC=C(C=C1)OC